(6-fluoro-1,4-dioxa-8-azaspiro[4.5]decan-8-yl)pyrimidin-4-amine FC1C2(OCCO2)CCN(C1)C1=NC=CC(=N1)N